FC(C(C(S(=O)(=O)ON1C(C(=C(C1=O)C1=CC=CC=C1)C1=CC=CC=C1)=O)(F)F)(F)F)(C(F)(F)F)F N-(nonafluorobutylsulfonyloxy)diphenylmaleimide